3-chloro-6-(2,4-dimethoxypyrimidin-5-yl)-4-[(1S,2S)-2-(trifluoromethyl)cyclopropyl]pyridazine ClC=1N=NC(=CC1[C@@H]1[C@H](C1)C(F)(F)F)C=1C(=NC(=NC1)OC)OC